5-(2-methoxyethyl)naphthalen-2-ol dihydrochloride Cl.Cl.COCCC1=C2C=CC(=CC2=CC=C1)O